C(C)C=CC=C 1-ethyl-1,3-butadiene